C(#N)C=1C(=NC(=CC1)C1CC1)SC(C(=O)NC1=CC=CC=C1)C ((3-cyano-6-cyclopropylpyridin-2-yl)thio)-N-phenylpropionamide